9-methyl-9-ethoxycarbonyltetracyclo[6.2.1.13,6.02,7]Dodeca-4-ene CC1(C2C3C4C=CC(C3C(C1)C2)C4)C(=O)OCC